C(C)(C)(C)C=1C=C2C=C(C(=NC2=CC1)Cl)C=O 6-(tert-butyl)-2-chloroquinoline-3-carboxaldehyde